1H-quinazolin N1CN=CC2=CC=CC=C12